(R)-4'-chlorospiro[cyclohexane-1,1'-inden]-3-one ClC1=C2C=C[C@]3(C2=CC=C1)CC(CCC3)=O